2-[(7-amino-4-{4-[4-(2-aminoethyl)piperazine-1-carbonyl]-1-methyl-1H-indazol-6-yl}-1-oxo-2,3-dihydro-1H-isoindol-2-yl)methyl]prop-2-enamide NC=1C=CC(=C2CN(C(C12)=O)CC(C(=O)N)=C)C1=CC(=C2C=NN(C2=C1)C)C(=O)N1CCN(CC1)CCN